ClC1=C(C=C2C(NC(NC2=C1SCC1(CN(C1)C(=O)OCC1=CC=CC=C1)CO)=O)=O)C(F)(F)F benzyl 3-(((7-chloro-2,4-dioxo-6-(trifluoromethyl)-1,2,3,4-tetrahydroquinazolin-8-yl)thio)methyl)-3-(hydroxymethyl)azetidine-1-carboxylate